2-(2-benzyloxythiazol-4-yl)-4,4,5,5-tetramethyl-1,3,2-dioxaborolan C(C1=CC=CC=C1)OC=1SC=C(N1)B1OC(C(O1)(C)C)(C)C